BrC1=NN(C(=C1)C(C)(C)N(C)C)C 2-(3-bromo-1-methyl-1H-pyrazol-5-yl)-N,N-dimethylpropane-2-amine